FC1=CC2=C(C3=C(O2)C(=CC(=C3)C)B3OC(C(O3)(C)C)(C)C)C=C1C 2-(7-fluoro-2,8-dimethyldibenzo[b,d]furan-4-yl)-4,4,5,5-tetramethyl-1,3,2-dioxaborolan